O=C1N(C(C2=CC=CC=C12)=O)N(C(OCC)=S)CC1=CC=C(C=C1)OC ethyl (1,3-dioxoisoindolin-2-yl)(4-methoxybenzyl)carbamothioate